((1R,4R,7R)-7-amino-2-azabicyclo[2.2.1]hept-2-yl)(7-fluoro-2-((S)-3-isopropyl-2,3-dihydro-1H-pyrrolo[1,2,3-de]quinoxalin-5-yl)-1-methyl-1H-benzo[d]imidazol-5-yl)methanone N[C@H]1[C@@H]2N(C[C@H]1CC2)C(=O)C2=CC1=C(N(C(=N1)C1=CC=3C=4N1[C@H](CNC4C=CC3)C(C)C)C)C(=C2)F